CC(CCN1C(CCCCC1)=O)CCCC(CCCC(C)C)C 1-(3,7,11-trimethyldodecyl)azepan-2-one